4-Bromo-2-morpholin-4-ylbenzoic acid ethyl ester C(C)OC(C1=C(C=C(C=C1)Br)N1CCOCC1)=O